7-ethylpyrrolo[1,2-b]pyridazine-5,6-dicarboxylic acid diethyl ester C(C)OC(=O)C=1C(=C(N2N=CC=CC21)CC)C(=O)OCC